N-(2'-aminoethyl)-quinoline-5-sulfonamide hydrochloride Cl.NCCNS(=O)(=O)C=1C=2C=CC=NC2C=CC1